4-(1-(Cyclohexylmethyl)-1H-benzo[d]imidazol-2-ylamino)-N-hydroxybenzoamide C1(CCCCC1)CN1C(=NC2=C1C=CC=C2)NC2=CC=C(C(=O)NO)C=C2